S1C=C(C=C1)C(=O)N[C@@H](CCSC)C(=O)O (thiophene-3-carbonyl)methionine